C(C)(C)N1CCC(CC1)N1C=CC=2C1=NC=C(C2)N 1-(1-isopropylpiperidin-4-yl)-1H-pyrrolo[2,3-b]pyridine-5-amine